5-bromo-2-(3-(difluoromethoxy)benzyl)-7-((2-(methylamino)-1H-imidazol-1-yl)methyl)isoquinolin-1(2H)-one BrC1=C2C=CN(C(C2=CC(=C1)CN1C(=NC=C1)NC)=O)CC1=CC(=CC=C1)OC(F)F